[N+](=O)([O-])C1=CC=C(C=C1)N1CCN(CC1)C1CCC2(CCNC2)CC1 8-(4-(4-nitrophenyl)piperazin-1-yl)-2-azaspiro[4.5]decane